NC=1C(=NC(=C(N1)F)C1=CC(=C(C=C1)C1CCOCC1)CN1CC(C1)OC)C=1C=C2CCNC(C2=CC1F)=O 6-(3-amino-5-fluoro-6-(3-((3-methoxyazetidin-1-yl)methyl)-4-(tetrahydro-2H-pyran-4-yl)phenyl)pyrazin-2-yl)-7-fluoro-3,4-dihydroisoquinolin-1(2H)-one